N-(3,4-dimethoxyphenyl)-4-(2-(4-phenylpiperidin-1-yl)-4-(trifluoromethyl)benzyl)piperazine-1-carboxamide COC=1C=C(C=CC1OC)NC(=O)N1CCN(CC1)CC1=C(C=C(C=C1)C(F)(F)F)N1CCC(CC1)C1=CC=CC=C1